ClC=1C=CC(=C(C1)C=1C(=NN(C(C1)=O)[C@H](C(=O)NC1=CC=C(C(=O)O)C=C1)CC1=CC=CC=C1)OC)C(CO)=O (S)-4-(2-(4-(5-chloro-2-(2-hydroxyacetyl)phenyl)-3-methoxy-6-oxopyridazine-1(6H)-yl)-3-phenylpropanamido)benzoic acid